N-(2-Amino-3-fluoro-4-((pyridin-4-ylmethyl)amino)phenyl)heptanamid NC1=C(C=CC(=C1F)NCC1=CC=NC=C1)NC(CCCCCC)=O